C1(CC1)NC1=C2N=CN(C2=NC=N1)[C@H]1C[C@@H]([C@](O1)(CO)CC)O (2R,3S,5R)-5-(6-(cyclopropylamino)-9H-purin-9-yl)-2-ethyl-2-(hydroxymethyl)tetrahydrofuran-3-ol